4-nitrophenyl (2-(2-(2-(2-(4-((2,5-dioxo-2,5-dihydro-1H-pyrrol-1-yl)methyl)-1H-1,2,3-triazol-1-yl)ethoxy)ethoxy)ethoxy) ethyl)carbamate O=C1N(C(C=C1)=O)CC=1N=NN(C1)CCOCCOCCOCCNC(OC1=CC=C(C=C1)[N+](=O)[O-])=O